3-(1-ethyl-4-methyl-benzotriazol-5-yl)-3-[2-[2-(trifluoromethyl)benzoyl]-3,4-dihydro-1H-isoquinolin-7-yl]propanoic acid C(C)N1N=NC2=C1C=CC(=C2C)C(CC(=O)O)C2=CC=C1CCN(CC1=C2)C(C2=C(C=CC=C2)C(F)(F)F)=O